O1CCN2C1=CN1C(C2)CCC(=C1)C(=O)N hexahydro-[1,3]oxazolo[3,2-a]pyrido[1,2-d]pyrazine-8-carboxamide